BrC1=CN=C(N1)[C@H]1N(C[C@@H](C1)O[Si](C)(C)C(C)(C)C)C(=O)OC(C)(C)C tert-butyl (2S,4R)-2-(5-bromo-1H-imidazol-2-yl)-4-[tert-butyl(dimethyl)silyl]oxypyrrolidine-1-carboxylate